(5-(6-bromo-4,7-difluoro-1-((2-(trimethylsilyl)ethoxy)methyl)-1H-benzo[d]imidazol-2-yl)-1-((2-(trimethylsilyl)ethoxy)methyl)-1H-pyrrol-3-yl)(2-(trifluoromethyl)phenyl)methanone BrC=1C=C(C2=C(N(C(=N2)C2=CC(=CN2COCC[Si](C)(C)C)C(=O)C2=C(C=CC=C2)C(F)(F)F)COCC[Si](C)(C)C)C1F)F